ClC1=NC=C(C2=CC=C(C=C12)O)C1=C(C=CC=C1)Cl 1-chloro-4-(2-chlorophenyl)isoquinolin-7-ol